O=C1NC(CCC1C1=NN(C2=C(C=CC=C12)OCC(=O)N1CCN(CC1)C(=O)OC(C)(C)C)C)=O Tert-butyl 4-(2-((3-(2,6-dioxopiperidin-3-yl)-1-methyl-1H-indazol-7-yl)oxy)-acetyl)piperazine-1-carboxylate